Cis-2-((8-butyl-1-oxaspiro[4.5]dec-2-yl)oxy)ethan-1-ol C(CCC)C1CCC2(CCC(O2)OCCO)CC1